tris(dimethylamino)ethylene CN(C)C=C(N(C)C)N(C)C